3-(1-methyl-1H-indol-5-yl)-2-(6-methylpyridin-2-yl)imidazo[1,2-a]pyrimidine CN1C=CC2=CC(=CC=C12)C1=C(N=C2N1C=CC=N2)C2=NC(=CC=C2)C